2,5-di(o-chlorophenyl)-4-(3,4-dimethoxyphenyl)-imidazole ClC1=C(C=CC=C1)C=1NC(=C(N1)C1=CC(=C(C=C1)OC)OC)C1=C(C=CC=C1)Cl